4-[(4-methoxyphenyl)methylamino]-3-methyl-cyclohexanone COC1=CC=C(C=C1)CNC1C(CC(CC1)=O)C